(S)-N-(1-benzylpiperidin-4-yl)-2-hydroxy-2-phenylacetamide C(C1=CC=CC=C1)N1CCC(CC1)NC([C@H](C1=CC=CC=C1)O)=O